FC=1C=C2C=C(N(C2=CC1\C=C\C1=NOC(=C1)C)S(=O)(=O)C1=CC=CC=C1)CNC(OC(C)(C)C)=O tert-butyl (E)-((5-fluoro-6-(2-(5-methylisoxazol-3-yl)vinyl)-1-(phenylsulfonyl)-1H-indol-2-yl)methyl)carbamate